(2-{[2-(aminomethyl)-4-[3-(benzyloxy)prop-1-yn-1-yl]-6-chlorophenyl]sulfanyl}pyridin-3-yl)methanol HCl salt Cl.NCC1=C(C(=CC(=C1)C#CCOCC1=CC=CC=C1)Cl)SC1=NC=CC=C1CO